CC1=C(C(=O)NC2=C(C=C(C=C2)S(NCC2CCN(CC2)C)(=O)=O)C)C=CC=C1 2-methyl-N-(2-methyl-4-(N-((1-methylpiperidin-4-yl)methyl)sulfamoyl)phenyl)benzamide